FC=1C=C(C2=C(C(=C(O2)[C@@H](C(F)(F)F)NC(=O)NC=2C=NC(=NC2)N2CC(C2)O)C)C1)F (S)-1-(1-(5,7-difluoro-3-methylbenzofuran-2-yl)-2,2,2-trifluoroethyl)-3-(2-(3-hydroxyazetidin-1-yl)pyrimidin-5-yl)urea